(+-)-1-(3,3-dimethylcyclohexyl)ethanone CC1(C[C@@H](CCC1)C(C)=O)C |r|